CC([C@@H](C(=O)OC)N(C(=O)N1CCC2(CN(CO2)C(C=C)=O)CC1)C)C methyl (2S)-3-methyl-2-{methyl[3-(prop-2-enoyl)-1-oxa-3,8-diazaspiro[4.5]decan-8-yl]carbonylamino}butanoate